9-(4-(1,4-dimethyl-1H-pyrazol-3-yl)benzyl)-2-(2-isopropylpyridin-3-yl)-7,9-dihydro-8H-purin-8-one CN1N=C(C(=C1)C)C1=CC=C(CN2C3=NC(=NC=C3NC2=O)C=2C(=NC=CC2)C(C)C)C=C1